N-[2-(2-amino-ethoxy)ethyl]-4-[[3-[2-(difluoro-methyl)-3-fluoro-4-methoxy-phenyl]imidazolo[1,2-a]pyrazin-8-yl]amino]-2-ethyl-benzamide NCCOCCNC(C1=C(C=C(C=C1)NC=1C=2N(C=CN1)C(=CN2)C2=C(C(=C(C=C2)OC)F)C(F)F)CC)=O